5-{2-acetamidoimidazo[1,2-b]pyridazin-6-yl}-N-[(1R)-1-[2-fluoro-5-(trifluoromethoxy)phenyl]ethyl]-2,6-dimethylpyridine-3-carboxamide C(C)(=O)NC=1N=C2N(N=C(C=C2)C=2C=C(C(=NC2C)C)C(=O)N[C@H](C)C2=C(C=CC(=C2)OC(F)(F)F)F)C1